6-bromo-N-((R)-1-phenylethyl)-2,3,4,9-tetrahydro-1H-carbazol-1-amine BrC=1C=C2C=3CCCC(C3NC2=CC1)N[C@H](C)C1=CC=CC=C1